C(#N)C1=CC2=C(OC3=NC=C(C(=C3O2)NC(C)C)C(=O)OC)C=C1 methyl 7-cyano-4-(isopropylamino)-[1,4]benzodioxino[2,3-b]pyridine-3-carboxylate